4-fluoro-8-isocyanato-1,2,3,5,6,7-hexahydro-s-indacene FC1=C2CCCC2=C(C=2CCCC12)N=C=O